(S)-3-(1'-methyl-6'-oxo-1',2',6',8'-tetrahydro-7'H-spiro[piperidine-4,3'-pyrrolo[3,4-g]indol]-7'-yl)piperidine-2,6-dione CN1CC2(C3=CC=C4C(=C13)CN(C4=O)[C@@H]4C(NC(CC4)=O)=O)CCNCC2